2-(2,6-difluorophenyl)acetic acid methyl ester COC(CC1=C(C=CC=C1F)F)=O